Cl.N1CCC(CC1)OC1=NC=CC=C1C(F)(F)F 2-(piperidin-4-yloxy)-3-(trifluoromethyl)pyridine hydrochloride